1-[4-(2,3-dimethylphenyl)piperazin-1-yl]-2-{3-[4-(2-hydroxyethyl)piperidine-1-carbonyl]-5,6-dihydrocyclopenta[c]pyrazol-1(4H)-yl}ethan-1-one CC1=C(C=CC=C1C)N1CCN(CC1)C(CN1N=C(C2=C1CCC2)C(=O)N2CCC(CC2)CCO)=O